S1C(=CC=C1)C(C(=O)N)=C 2-(thiophen-2-yl)acrylamide